6-iodo-3-[(3S)-3-(2-methylprop-2-yl)piperazin-1-yl]-1,2-diazine IC1=CC=C(N=N1)N1C[C@@H](NCC1)C(C)(C)C